CC1=CC(=[O+]C2=CC=CC=C12)C1=CC=CC=C1 4-methyl-flavylium